C(C)(C)(C)OC(=O)N1CCC(=CC1)C=1C=C2C\C(\C(C2=CC1)=O)=C/C1CCN(CC1)CC1=CC=C(C=C1)F tert-butyl-(E)-4-(2-((1-(4-fluorobenzyl) piperidin-4-yl) methylene)-1-oxo-2,3-dihydro-1H-inden-5-yl)-3,6-dihydropyridine-1(2H)-carboxylate